C(CCC)(=O)C1=CC(=C(C=N1)C1=NC=C2C=C(N=CC2=C1)NC(OC(C)(C)C)=O)C tert-butyl N-[7-(6-butanoyl-4-methylpyridin-3-yl)-2,6-naphthyridin-3-yl]carbamate